(6-((5-chloro-2-((5-ethyl-2-methoxy-4-(1,4-dioxa-8-azaspiro[4.5]decan-8-yl)phenyl)amino)pyrimidin-4-yl)amino)-3-fluoro-2-methylquinolin-5-yl)dimethylphosphine oxide ClC=1C(=NC(=NC1)NC1=C(C=C(C(=C1)CC)N1CCC2(OCCO2)CC1)OC)NC=1C(=C2C=C(C(=NC2=CC1)C)F)P(C)(C)=O